tert-Butyl (S)-4-((4-(2,2-difluoroethyl)-2-(4-(methoxycarbonyl)-3-((1-methyl-1H-pyrazol-4-yl)amino)phenyl)piperazin-1-yl)methyl)-5-methoxy-7-methyl-1H-indole-1-carboxylate FC(CN1C[C@@H](N(CC1)CC1=C2C=CN(C2=C(C=C1OC)C)C(=O)OC(C)(C)C)C1=CC(=C(C=C1)C(=O)OC)NC=1C=NN(C1)C)F